C(C)OC(=O)C=1C(=NC(=C(C1)C)C1CCCC1)OC1=CC=CC=C1 6-cyclopentyl-5-methyl-2-phenoxy-pyridine-3-carboxylic acid ethyl ester